3-(1,3-benzodioxol-5-yl)-8-dimethylamino-8-phenyl-1,3-diazaspiro[4.5]decan-2-one O1COC2=C1C=CC(=C2)N2C(NC1(C2)CCC(CC1)(C1=CC=CC=C1)N(C)C)=O